NC(C1(CO1)O)C 2-epoxy-3-aminobutanol